CC=1N=C2C(=NC1)N=CCC2=O methyl-8-oxopyrido[2,3-b]pyrazin